tert-butyl trans-4-((6-(4-fluorophenylmethyl)-3-methyl-1,2,4-triazin-5-yl) amino)-3-methylpiperidine-1-carboxylate FC1=CC=C(C=C1)CC1=C(N=C(N=N1)C)N[C@H]1[C@@H](CN(CC1)C(=O)OC(C)(C)C)C